Quinoxalin-6(5H)-one N1=CC=NC=2CC(C=CC12)=O